9-n-propoxycarbonyl-tetracyclo[6.2.1.13,6.02,7]Dodec-4-ene C(CC)OC(=O)C1C2C3C4C=CC(C3C(C1)C2)C4